Hydroxy-N-(4-iodopyridin-2-yl)formimidamide OC(NC1=NC=CC(=C1)I)=N